C(C1=CC=CC=C1)OC(=O)NCCCCC1=CC=C(C=C1)C1=CC=C(C=C1)CCC(=O)N[C@@H](CCCCN)C(=O)OC methyl (3-(4'-(4-(((benzyloxy)carbonyl)amino)butyl)-[1,1'-biphenyl]-4-yl)propanoyl)-L-lysinate